dicyclohexyl-(3-isopropylphenyl)phosphonium tetrafluoroborate F[B-](F)(F)F.C1(CCCCC1)[PH+](C1=CC(=CC=C1)C(C)C)C1CCCCC1